5'-(1-((1S,2S,4R)-rel-2-amino-7-azabicyclo[2.2.1]heptan-7-yl)ethyl)-2'',3-difluoro-4''-methyl-[1,1':2',1''-terphenyl]-4-carbonitrile N[C@@H]1[C@@H]2CC[C@H](C1)N2C(C)C2=CC=C(C(=C2)C2=CC(=C(C=C2)C#N)F)C2=C(C=C(C=C2)C)F |o1:1,2,5|